endo-7-ethyl-2-(2-(5-methoxybenzofuran-3-yl)ethyl)-2-azabicyclo[2.2.2]oct-5-ene C(C)C1C2N(CC(C=C2)C1)CCC1=COC2=C1C=C(C=C2)OC